2',4'-dichloro-2-(3-pyridyl)acetophenone ClC1=C(C=CC(=C1)Cl)C(CC=1C=NC=CC1)=O